3-((4-chloro-6-fluoro-1H-benzo[d]imidazol-2-yl)methyl)-3,6-diazabicyclo[3.1.1]heptane ClC1=CC(=CC=2NC(=NC21)CN2CC1NC(C2)C1)F